i-butyl cyanoacrylate C(#N)C(C(=O)OCC(C)C)=C